1,3-Diethoxy-2-propanol C(C)OCC(COCC)O